BrC1=CC(=CC=2CCOC21)C2(NC(=CC(=N2)NC)C)N 2-(7-bromo-2,3-dihydrobenzofuran-5-yl)-N4,6-dimethyl-pyrimidine-2,4-diamine